CC1OCC(C(C1O)O)OC1=NC(=CC=C1)C(F)(F)F 2-methyl-5-((6-(trifluoromethyl)pyridin-2-yl)oxy)tetrahydro-2H-pyran-3,4-diol